3-bromo-1-(2-bromoethyl)-1H-pyrazole-5-carboxylic acid methyl ester COC(=O)C1=CC(=NN1CCBr)Br